tert-Butyl 3-(7-bromo-5-(2,2,2-trifluoro-1-hydroxyethyl)benzo[d]oxazol-2-yl)-3,9-diazabicyclo[3.3.1]nonane-9-carboxylate BrC1=CC(=CC=2N=C(OC21)N2CC1CCCC(C2)N1C(=O)OC(C)(C)C)C(C(F)(F)F)O